1,3-difluoro-2-iodo-5-butylbenzene FC1=C(C(=CC(=C1)CCCC)F)I